2-(2,6-dioxopiperidin-3-yl)-5-((4-(1-(4-((3S,4R)-7-hydroxy-3-phenylchroman-4-yl)phenyl)piperidin-4-yl)piperazin-1-yl)methyl)isoindoline-1,3-dione O=C1NC(CCC1N1C(C2=CC=C(C=C2C1=O)CN1CCN(CC1)C1CCN(CC1)C1=CC=C(C=C1)[C@H]1[C@H](COC2=CC(=CC=C12)O)C1=CC=CC=C1)=O)=O